ClC=1C=C2C(=NC1OC)C(=C(N2C)C2=NNC(=N2)[C@@H](C(F)(F)F)O)N2C=NC=C2 (S)-1-(3-(6-chloro-3-(1H-imidazol-1-yl)-5-methoxy-1-methyl-1H-pyrrolo[3,2-b]-pyridin-2-yl)-1H-1,2,4-triazol-5-yl)-2,2,2-trifluoroethan-1-ol